COC=1C(C=C(C(C1)=O)OC)=O 2,5-dimethoxybenzoquinone